methoxyl-cinnamic acid hexyl-acetate C(CCCCC)OC(C)=O.O(C)C(C(=O)O)=CC1=CC=CC=C1